CN([C@H]1CN(CC1)C(=O)C=1C=C2C(=NNC2=CC1)C#N)C (R)-5-(3-(Dimethylamino)pyrrolidine-1-carbonyl)-1H-indazole-3-carbonitrile